1-butyl-methyl-pyrrolidinium C(CCC)[N+]1(CCCC1)C